7-((5'S,7a'R)-5'-(5-fluoropyridin-3-yl)-3'-oxotetrahydro-3'H-spiro[piperidine-4,2'-pyrrolo[2,1-b]oxazol]-1-yl)pyrazolo[1,5-a]pyridine-4-carbonitrile FC=1C=C(C=NC1)[C@@H]1CC[C@H]2OC3(C(N21)=O)CCN(CC3)C3=CC=C(C=2N3N=CC2)C#N